C1(CCCCC1)CN1N=CC=2C1=NC(=NC2)NC2CCN(CC2)C(=O)OC(C)(C)C tert-butyl 4-((1-(cyclohexylmethyl)-1H-pyrazolo[3,4-d]pyrimidin-6-yl)amino)piperidine-1-carboxylate